4-((1-(tert-Butoxycarbonyl)piperidin-4-yl)amino)-6-oxo-1-(tetrahydro-2H-pyran-4-yl)-1,6-dihydropyridine-3-carboxylic acid methyl ester COC(=O)C1=CN(C(C=C1NC1CCN(CC1)C(=O)OC(C)(C)C)=O)C1CCOCC1